nona-d-arginine C(C[C@@H](C(=O)N[C@@H](CCCN=C(N)N)C(=O)N[C@@H](CCCN=C(N)N)C(=O)N[C@@H](CCCN=C(N)N)C(=O)N[C@@H](CCCN=C(N)N)C(=O)N[C@@H](CCCN=C(N)N)C(=O)N[C@@H](CCCN=C(N)N)C(=O)N[C@@H](CCCN=C(N)N)C(=O)N[C@@H](CCCN=C(N)N)C(=O)O)N)CN=C(N)N